OC1=C(C(=O)OC2=CC=CC=C2)C=CC(=C1)O phenyl 2,4-dihydroxybenzoate